formamidine acetic acid salt C(C)(=O)O.C(=N)N